N-((3,5-difluoropyridin-2-yl)methyl)-6-(4-fluorophenyl)pyrido[2,3-d]pyrimidin-4-amine FC=1C(=NC=C(C1)F)CNC=1C2=C(N=CN1)N=CC(=C2)C2=CC=C(C=C2)F